(3,7-dimethyl-2-(4-(methylsulfonyl)phenyl)-3H-imidazo[4,5-b]pyridin-5-yl)-3,6-dihydropyridine-1(2H)-carboxylic acid tert-butyl ester C(C)(C)(C)OC(=O)N1C(CC=CC1)C1=CC(=C2C(=N1)N(C(=N2)C2=CC=C(C=C2)S(=O)(=O)C)C)C